ClC(CO)CO 2-chloro-1,3-propylene glycol